C(C)(C)(C)NCC(COC1=CC=C(C=C1)C(C=CC1=CC=C(C=C1)OC)=O)O 1-[4-[3-(Tert-butylamino)-2-hydroxypropoxy]phenyl]-3-(4-methoxyphenyl)prop-2-en-1-one